ClC1=CC=C(CN2C(C=CC3=C(C(=NC=C23)C(=O)N[C@H]2CCOC3=CC=CC=C23)N(C)C)=O)C=C1 1-(4-Chlorobenzyl)-N-[(4S)-3,4-dihydro-2H-chromen-4-yl]-5-(dimethylamino)-2-oxo-1,2-dihydro-1,7-naphthyridine-6-carboxamide